1-Ethyl-8-{6-[1-(3-fluoro-phenyl)-5-oxo-pyrrolidin-3-ylmethoxy]-pyridin-3-yl}-6-oxo-6,7-dihydro-1H-purine-2-carbonitrile C(C)N1C(=NC=2N=C(NC2C1=O)C=1C=NC(=CC1)OCC1CN(C(C1)=O)C1=CC(=CC=C1)F)C#N